COC1=NC=CC(=C1)CC(=O)NC1=NNC(=C1)[C@H]1C[C@H](CC1)N(C([O-])=O)C1CCC(CC1)(C)O (1S,3R)-3-(3-{[(2-methoxypyridin-4-yl)acetyl]amino}-1H-pyrazol-5-yl)cyclopentyl(cis-4-hydroxy-4-methylcyclohexyl)carbamate